ClC1=C(C(=CC=C1)C)N1CSC2=C(C1=O)C=NC(=N2)NC2=CC=C1C(CNCC1=C2)(C)C 3-(2-Chloro-6-methylphenyl)-7-((4,4-dimethyl-1,2,3,4-tetrahydroisoquinolin-7-yl)amino)-2,3-dihydro-4H-pyrimido[5,4-e][1,3]thiazin-4-one